Sodium Benzoate Sodium Bicarbonate C([O-])(O)=O.[Na+].C(C1=CC=CC=C1)(=O)[O-].[Na+]